C(=O)(OCC1C2=CC=CC=C2C2=CC=CC=C12)N[C@@H](C)C(=O)O N-Fmoc-alanine